OC1(CCC1)C1=CC=CC=N1 6-[1-hydroxy-1-cyclobutyl]pyridine